1-Benzenesulfonyl-pyrrolidine-2-carboxylic acid (pyridin-4-ylmethyl)-amide N1=CC=C(C=C1)CNC(=O)C1N(CCC1)S(=O)(=O)C1=CC=CC=C1